CN1C=C(C2=CC=CC=C12)C(C1=CN(C2=CC=CC=C12)C)C1=CN(C2=CC=CC=C12)C tris(1-methyl-1H-indol-3-yl)methane